Cl.Cl.C(C)N(CCOC1=CC=2C(C3=CC(=CC=C3C2C=C1)OCCN(CC)CC)=O)CC 2,7-bis-[2-(diethylamino)ethoxy]-9-fluorenone-dihydrochloride